C1(CC1)N1N=C(C2=CC=C(C=C12)B1OC(C(O1)(C)C)(C)C)C 1-cyclopropyl-3-methyl-6-(4,4,5,5-tetramethyl-1,3,2-dioxaborolan-2-yl)-1H-indazole